C(#N)C1=CC=C(C=C1)C1=CC(=NN1C1=CC=C(C=C1)C)C(=O)NC1CCNCC1 5-(4-cyanophenyl)-N-(piperidin-4-yl)-1-(p-tolyl)-1H-pyrazole-3-carboxamide